FC=1C=C(C#N)C=C(C1)OC1CC2(C(N3[C@H](O2)CC[C@H]3C3=NC=CN=C3)=O)C1 3-fluoro-5-{[(5'S,7a'R)-3'-oxo-5'-(pyrazin-2-yl)tetrahydro-3'H-spiro[cyclobutane-1,2'-pyrrolo[2,1-b][1,3]oxazol]-3-yl]oxy}benzonitrile